1-(3-(4-amino-3-(7-methoxy-5-methylbenzothiophen-2-yl)-1H-pyrazolo[3,4-d]pyrimidin-1-yl)azetidin-1-yl)prop-2-yn-1-one NC1=C2C(=NC=N1)N(N=C2C=2SC1=C(C2)C=C(C=C1OC)C)C1CN(C1)C(C#C)=O